BrC=1C=CC(=C(C1)S(=O)(C)=N)Cl (5-bromo-2-chlorophenyl)(imino)(methyl)-λ6-sulfanone